(S)-2-((4-(6-((6-fluorobenzo[d]thiazol-2-yl)methoxy)pyridin-2-yl)piperazin-1-yl)methyl)-1-(oxetan-2-ylmethyl)-1H-benzo[d]imidazole-6-carboxylic acid FC1=CC2=C(N=C(S2)COC2=CC=CC(=N2)N2CCN(CC2)CC2=NC3=C(N2C[C@H]2OCC2)C=C(C=C3)C(=O)O)C=C1